(E)-3-(5-(2-methoxyphenyl)-3-methyl-1-phenyl-1H-pyrazol-4-yl)-1-(3,4,5-trimethoxyphenyl)prop-2-en-1-one COC1=C(C=CC=C1)C1=C(C(=NN1C1=CC=CC=C1)C)/C=C/C(=O)C1=CC(=C(C(=C1)OC)OC)OC